(4S,9R)-4-isopropyl-11-[[4-(trifluoromethyl)phenyl]methyl]-2-oxa-5,11-diazatricyclo[7.5.0.01,5]tetradecan-6-one C(C)(C)[C@H]1COC23N1C(CC[C@@H]3CN(CCC2)CC2=CC=C(C=C2)C(F)(F)F)=O